9-chloro-8-(4-cyclopropylpiperazin-1-yl)-6,6-dimethyl-3-((Trimethylsilyl)ethynyl)-5,6-dihydro-11H-benzo[b]carbazol-11-one ClC1=CC2=C(C(C=3NC4=CC(=CC=C4C3C2=O)C#C[Si](C)(C)C)(C)C)C=C1N1CCN(CC1)C1CC1